ClC1=NC=C(C(=N1)NCC1=C(C=C(C=C1)OC)OC)CCl 2-chloro-5-(chloromethyl)-N-[(2,4-dimethoxyphenyl)methyl]pyrimidin-4-amine